glycerol monoundecanoate (2,3-dihydroxypropylundecanoate) OC(CC(C(=O)OC(COC(CCCCCCCCCC)=O)CO)CCCCCCCCC)CO